Tetraethylphosphonium formate C(=O)[O-].C(C)[P+](CC)(CC)CC